CC=1C=CC(=NC1)O[C@@H]1CN(CC1)C=1C=CC(=NC1CO)C1=NC=CC=C1 (S)-(5-(3-(5-methylpyridin-2-yloxy)pyrrolidin-1-yl)-2,2'-bipyridin-6-yl)methanol